[Cl-].[Cl-].C(CCC)C1(C=CC=C1)[Zr+2]C1(C(=C(C(=C1)C)C)C)C (n-butylcyclopentadienyl)(tetramethylcyclopentadienyl)zirconium(IV) dichloride